2-(3,5-dichloro-4-(4-hydroxy-3-isopropylbenzyl)phenoxy)-N-isopropyl-N-methylacetamide ClC=1C=C(OCC(=O)N(C)C(C)C)C=C(C1CC1=CC(=C(C=C1)O)C(C)C)Cl